(1s,3s)-ethyl 3-(3-((1-(4-chlorophenyl)-2-oxo-2-(6-(trifluoromethoxy)indolin-1-yl)ethyl)amino)-5-methoxyphenoxy)cyclobutanecarboxylate ClC1=CC=C(C=C1)[C@@H](C(N1CCC2=CC=C(C=C12)OC(F)(F)F)=O)NC=1C=C(OC2CC(C2)C(=O)OCC)C=C(C1)OC